C(CCCCC)(=O)SCCC[Si](OCC)(OCC)OCC 3-hexanoylthio-1-propyl-triethoxysilane